N-(3-chloro-5-fluorophenyl)-1-methyl-9-(1-methyl-1H-pyrazol-4-yl)-6,7-dihydro-5H-benzo[c][1,2,3]triazolo[1,5-a]azepin-7-amine ClC=1C=C(C=C(C1)F)NC1C2=C(C=3N(CC1)N=NC3C)C=CC(=C2)C=2C=NN(C2)C